tert-Butyl 7-(3-chloro-5-(trifluoromethoxy)phenyl)-2-azaspiro[3.5]nonane-2-carboxylate ClC=1C=C(C=C(C1)OC(F)(F)F)C1CCC2(CN(C2)C(=O)OC(C)(C)C)CC1